C(C)(C)(C1CCC(CC1)N)C1CCC(CC1)N 4,4'-isopropylidene-bis(cyclohexylamine)